7-bromo-4-(4-bromophenyl)-1-(diphenylphosphoryl)isoquinoline-3-carboxylic acid ethyl ester C(C)OC(=O)C=1N=C(C2=CC(=CC=C2C1C1=CC=C(C=C1)Br)Br)P(=O)(C1=CC=CC=C1)C1=CC=CC=C1